4-methoxy-1H-indol COC1=C2C=CNC2=CC=C1